(tert-Butoxycarbonylamino)hex-5-ynoic acid methyl ester COC(C(CCC#C)NC(=O)OC(C)(C)C)=O